C(#N)N1[C@H](C[C@H](C1)OC)C(=O)N(C1=CC=C(C=C1)S(F)(F)(F)(F)F)C(C(=O)N1CCC2(COC2)C1)C=1C=NC=CC1 (2R,4R)-1-cyano-4-methoxy-N-[2-(2-oxa-7-azaspiro[3.4]octan-7-yl)-2-oxo-1-(3-pyridyl)ethyl]-N-[4-(pentafluoro-λ6-sulfanyl)phenyl]pyrrolidine-2-carboxamide